FC(C(=O)O)(F)F.O1C2(CNCC3=C1C=CC(=N3)NC(C(F)(F)F)=O)CC2 N-(4',5'-dihydro-3'H-spiro[cyclopropane-1,2'-Pyrido[2,3-f][1,4]oxazepine]-7'-yl)-2,2,2-trifluoroacetamide trifluoroacetate